C(CCC)C1=NC=2C(=C(N=NC2N)NC(C)C)N1C 2-butyl-N7-isopropyl-1-methyl-1H-imidazo[4,5-d]pyridazine-4,7-diamine